(5-amino-7-(2-(4-(2-fluoro-5-(oxazol-2-yl)phenyl)piperazin-1-yl)ethyl)-9-methyl-2-(pyridin-2-yl)-7H-pyrrolo[3,2-e][1,2,4]triazolo[1,5-c]pyrimidin-8-yl)(azetidin-1-yl)methanone NC1=NC2=C(C=3N1N=C(N3)C3=NC=CC=C3)C(=C(N2CCN2CCN(CC2)C2=C(C=CC(=C2)C=2OC=CN2)F)C(=O)N2CCC2)C